benzyl (S)-3-aminopiperidine-1-carboxylate N[C@@H]1CN(CCC1)C(=O)OCC1=CC=CC=C1